N1[C@@H](CCCC1)CCO (S)-2-(piperidin-2-yl)ethan-1-ol